(R)-6-(2,2-difluoro-6-(2-methylpyridin-4-yl)morpholino)-8-(6-(difluoromethyl)pyridin-3-yl)-2,3-dimethylpyrido[3,4-d]pyrimidin-4(3H)-one FC1(O[C@@H](CN(C1)C1=CC2=C(N=C(N(C2=O)C)C)C(=N1)C=1C=NC(=CC1)C(F)F)C1=CC(=NC=C1)C)F